3,4,5-tris(benzyloxy)-2-fluorobenzoic acid C(C1=CC=CC=C1)OC=1C(=C(C(=O)O)C=C(C1OCC1=CC=CC=C1)OCC1=CC=CC=C1)F